5-(dimethylamino)-N-(2-hydroxyethyl)naphthalene-1-sulfonamide CN(C1=C2C=CC=C(C2=CC=C1)S(=O)(=O)NCCO)C